4-methoxy-2,2-dimethyl-4-oxobutanoic acid COC(CC(C(=O)O)(C)C)=O